CC1(OCCN(C1)C=1C(=C(N)C=CC1)[N+](=O)[O-])C 3-(2,2-dimethylmorpholino)-2-nitroaniline